2-bromo-4-fluorobenzenesulfonyl chloride BrC1=C(C=CC(=C1)F)S(=O)(=O)Cl